Ethyl 4'-(4,4,5,5-tetramethyl-1,3,2-dioxaborolan-2-yl)-2,3,4,5-tetrahydro-[1,1'-biphenyl]-4-carboxylate CC1(OB(OC1(C)C)C1=CC=C(C=C1)C=1CCC(CC1)C(=O)OCC)C